C(C)(C)[C@H]1CC[C@H](CC1)OC[C@@H]1N(CCC[C@@H]1NS(=O)(=O)C)C(=O)C=1C=NN(C1)C N-(cis-2-(((cis-4-isopropylcyclohexyl)oxy)methyl)-1-((1-methyl-1H-pyrazol-4-yl)carbonyl)piperidin-3-yl)methanesulfonamide